(E)-1-methoxy-8-(2-(trifluoromethyl)styryl)-1,2-dihydrothiazolo[3,2-a]quinoline COC1CSC2N1C1=CC(=CC=C1C=C2)\C=C\C2=C(C=CC=C2)C(F)(F)F